methyl (2R)-2-[[2-[1-[(2-methylphenyl)methyl]-5-oxopyrrolidin-2-yl]acetyl]amino]-3-phenylpropionate CC1=C(C=CC=C1)CN1C(CCC1=O)CC(=O)N[C@@H](C(=O)OC)CC1=CC=CC=C1